O.C(/C1=CC=CC=C1)=C/1\C(N\C(\C(N1)=O)=C/C=1N=CNC1C(C)(C)C)=O (3Z,6Z)-3-benzylidene-6-[(5-tert-butyl-1H-imidazol-4-yl)methylene]piperazine-2,5-dione monohydrate